(4-amino-7-fluoroimidazo[1,5-a]quinoxalin-8-yl)((4bR,7R,8aR)-7-methyl-2-(trifluoromethyl)-4b,6,7,8,8a,9-hexahydro-5H-cyclopenta[1,2-b:3,4-b']dipyridin-5-yl)methanone NC=1C=2N(C3=CC(=C(C=C3N1)F)C(=O)N1[C@@H]3[C@H](C[C@H](C1)C)CC1=NC(=CC=C13)C(F)(F)F)C=NC2